C(C)(C)(C)OC(NC(C)C1CN(CCC1)C1=NC=CC(=N1)NC1=NNC(=C1)C1CC1)=O N-[1-[1-[4-[(5-cyclopropyl-1H-pyrazol-3-yl)amino]pyrimidin-2-yl]-3-piperidinyl]ethyl]carbamic acid tert-butyl ester